2-(4-(4-((2,6-Dioxopiperidin-3-yl)amino)phenyl)piperidin-1-yl)acetic acid trifluoroacetate FC(C(=O)O)(F)F.O=C1NC(CCC1NC1=CC=C(C=C1)C1CCN(CC1)CC(=O)O)=O